N-(4-(5-(difluoromethyl)-1,3,4-oxadiazol-2-yl)-2-fluorobenzyl)-1-imino-N-phenylthiomorpholin-4-sulfonamide 1-oxide FC(C1=NN=C(O1)C1=CC(=C(CN(S(=O)(=O)N2CCS(CC2)(=N)=O)C2=CC=CC=C2)C=C1)F)F